OC1CC(C1)N1C(C=C(C(=C1)C1=CC=CC=C1)C=1C2=C(C(N(C1)C)=O)NC(=C2)C=2C=NN(C2)C(F)(F)F)=O 1-(3-hydroxycyclobutyl)-4-{6-methyl-7-oxo-2-[1-(trifluoromethyl)pyrazol-4-yl]-1H-pyrrolo[2,3-c]pyridin-4-yl}-5-phenylpyridin-2-one